Cl.FC1CC(NC1)C1=C(C=CC(=C1)F)OC 4-fluoro-2-(5-fluoro-2-methoxyphenyl)pyrrolidine hydrochloride